C1(CC1)NC1=NC=CC2=C1N(C=N2)C(C)C 4-(CYCLOPROPYLAMINO)-3-ISOPROPYLIMIDAZO[4,5-C]PYRIDIN